5-chloro-N2-(3-chloro-4-(4-(4-methylpiperazin-1-yl)piperidin-1-yl)phenyl)-N4-(2,3-dihydro-1H-inden-5-yl)pyrimidine-2,4-diamine ClC=1C(=NC(=NC1)NC1=CC(=C(C=C1)N1CCC(CC1)N1CCN(CC1)C)Cl)NC=1C=C2CCCC2=CC1